monomethoxyl ether O(C)OOC